P(O[C@H]1[C@@H](O[C@@H]([C@H]1O[Si](C)(C)C(C)(C)C)CO)N1C2=NC=NC(=C2N=C1)NC(C1=CC=CC=C1)=O)(OCCC#N)(OCCC#N)=S O-((2R,3R,4R,5R)-2-(6-benzamido-9H-purin-9-yl)-4-((tert-butyldimethylsilyl)oxy)-5-(hydroxymethyl)tetrahydrofuran-3-yl) O,O-bis(2-cyanoethyl) phosphorothioate